FC(CN1C(=NC=2C1=NC(=CC2)C=2C=CN1N=C(N=CC12)N[C@H]1CN(C[C@H]1F)C(C)=O)C)F 1-((3S,4R)-3-((5-(3-(2,2-Difluoroethyl)-2-methyl-3H-imidazo[4,5-b]pyridin-5-yl)pyrrolo[2,1-f][1,2,4]triazin-2-yl)amino)-4-fluoropyrrolidin-1-yl)ethan-1-one